2-chloro-acetaldehyde ClCC=O